4a,8-dimethyl-3,4,5,6,7,8-hexahydronaphthalen-2-one CC12CCC(C=C2C(CCC1)C)=O